O=C1NC(CCC1N1C(C2=CC=C(C=C2C1)C1CCN(CC1)C(CCCCCCCCCCCCOS(=O)(=O)C1=CC=C(C=C1)C)=O)=O)=O.NC1=CC=C(C=C1)C(C(C(C(C(C(C(C1=CC=C(C=C1)N)(F)F)(F)F)(F)F)(F)F)(F)F)(F)F)(F)F 1,7-bis(4-aminophenyl)Tetradecafluoroheptane [13-[4-[2-(2,6-dioxo-3-piperidyl)-1-oxo-isoindolin-5-yl]-1-piperidyl]-13-oxo-tridecyl]4-methylbenzenesulfonate